4-((4-(3-hydroxypropyl)benzyl)(4H-1,2,4-triazol-4-yl)amino)benzonitrile OCCCC1=CC=C(CN(C2=CC=C(C#N)C=C2)N2C=NN=C2)C=C1